FC1=C(C=CC=C1F)C1OC(=C(C1=O)O)N 2-(2,3-difluorophenyl)-5-amino-4-hydroxy-3(2H)-furanone